1-acetyl-lysergic acid methylisopropylamide CN(C(=O)[C@H]1CN(C)[C@@H]2CC3=CN(C4=CC=CC(C2=C1)=C34)C(C)=O)C(C)C